FC1=CC=C(C=C1)C=1NC(SC1)N/N=C/C=1N=C(C=2N(C3=CC=CC=C3C2C1)CC1=CC=C(C=C1)F)C(C)C 4-(4-fluorophenyl)-2-(((E)-(9-(4-fluorobenzyl)-1-isopropyl-beta-carbolin-3-yl)methylene)hydrazino)-2,3-dihydrothiazole